Cl.FC(C=1N=CC(=NC1)NC[C@H]1NC[C@H](O[C@H]1C)C)F 5-(difluoromethyl)-N-(((2S,3R,6R)-2,6-dimethylmorpholin-3-yl)methyl)pyrazin-2-amine hydrochloride